4-(3-hydroxypropoxy)benzyl alcohol OCCCOC1=CC=C(CO)C=C1